C1=CC=CC=2C(N=C3N(C12)C1=C(O3)C=CC=C1)=O 5H-benzoxazolo[3,2-a]quinazolin-5-one